1-((3-fluoro-5-(methylthio)pyridin-2-yl)methyl)-6-methoxy-7-phenyl-2-(trifluoromethyl)-1H-imidazo[4,5-c]pyridine FC=1C(=NC=C(C1)SC)CN1C(=NC=2C=NC(=C(C21)C2=CC=CC=C2)OC)C(F)(F)F